2-(((5S,8S,10aR)-3-acetyl-8-((3,4-dichlorophenyl)(methyl)carbamoyl)-6-oxodeca-hydropyrrolo[1,2-a][1,5]diazocin-5-yl)carbamoyl)benzo[b]thiophen C(C)(=O)N1CC[C@@H]2N(C([C@H](C1)NC(=O)C1=CC3=C(S1)C=CC=C3)=O)[C@@H](CC2)C(N(C)C2=CC(=C(C=C2)Cl)Cl)=O